1-(3-Methyl-4-(trifluoromethyl)phenyl)-3-azabicyclo[3.1.0]hexane CC=1C=C(C=CC1C(F)(F)F)C12CNCC2C1